phosphorus trithiolate S1SSC(=C1)C(=O)[O-].[P+3].S1SSC(=C1)C(=O)[O-].S1SSC(=C1)C(=O)[O-]